1-(8-Methyl-5,7-dihydro-1H,3H-2-oxa-4,6-diaza-s-indacen-6-yl)-2-[1-(5-trifluoromethyl-pyrimidin-2-yl)-azetidin-3-yl]-ethanone CC=1C=2CN(CC2N=C2COCC12)C(CC1CN(C1)C1=NC=C(C=N1)C(F)(F)F)=O